C(C)(C)(C)N1N=CC(=C1F)C(=O)NC1=C(C=C(C(=C1)C=1C=C(C=2N(N1)C=CN2)C2CCOCC2)C)F 1-(tert-Butyl)-5-fluoro-N-(2-fluoro-4-methyl-5-(8-(tetrahydro-2H-pyran-4-yl)imidazo[1,2-b]pyridazin-6-yl)phenyl)-1H-pyrazole-4-carboxamide